ClC1=NC(=CC=C1Br)Cl 2,6-dichloro-3-bromopyridine